CC=1C=NC=C(C(=O)NC2=CC(=CC=C2)[C@H](C)NC=2C=NN3C2C=CC(=C3)C=3C=NN(C3)C)C1 (S)-5-methyl-N-(3-(1-((6-(1-methyl-1H-pyrazol-4-yl)pyrazolo[1,5-a]pyridin-3-yl)amino)ethyl)phenyl)nicotinamide